3-(2-fluorophenyl)-12-oxo-6a,7,9,10-tetrahydro-6H-pyrazino[2,1-c]pyrido[3,4-f][1,4]oxazepine-8(12H)-carboxylate FC1=C(C=CC=C1)C1=CC2=C(C(N3C(CO2)CN(CC3)C(=O)[O-])=O)C=N1